OC1=C(N2C(C3=CC=CC=C13)=NC(=N2)C(F)(F)F)C(=O)OCC Ethyl 6-hydroxy-2-(trifluoromethyl)-[1,2,4]triazolo[5,1-a]isoquinoline-5-carboxylate